6-(1H-indazol-6-yl)-N2-[2-(4-methylthiazol-2-yl)ethyl]-1,3,5-triazine-2,4-diamine N1N=CC2=CC=C(C=C12)C1=NC(=NC(=N1)NCCC=1SC=C(N1)C)N